3-[4-amino-5-(trifluoromethyl)pyrrolo[2,1-f][1,2,4]triazin-7-yl]-N-[(3R,4S)-1-(4,4-difluorocyclohexane-carbonyl)-4-fluoropyrrolidin-3-yl]-4-fluorobenzamide NC1=NC=NN2C1=C(C=C2C=2C=C(C(=O)N[C@@H]1CN(C[C@@H]1F)C(=O)C1CCC(CC1)(F)F)C=CC2F)C(F)(F)F